(2S,4R)-4-hydroxypyrrole-2-carboxylic acid OC=1C=C(NC1)C(=O)O